[Si](C)(C)(C(C)(C)C)OCCCC1CC(N(C1=O)C(=O)OC(C)(C)C)(C)C tert-butyl 4-(3-((tert-butyldimethylsilyl) oxy) propyl)-2,2-dimethyl-5-oxopyrrolidine-1-carboxylate